N1-(2-chloro-5-cyclopropylpyrimidin-4-yl)-N3,N3-dimethylpropane-1,3-diamine ClC1=NC=C(C(=N1)NCCCN(C)C)C1CC1